FC=1C=C(C=CC1)[C@H](C)O (S)-1-(3-fluorophenyl)ethanol